FC(C1CC(C1)N1N=CN=N1)(F)F ((1r,3r)-3-(trifluoromethyl)cyclobutyl)-2H-tetrazol